fluoro-2-phenyl-1-(p-tolyl)ethan-1-one FC(C(=O)C1=CC=C(C=C1)C)C1=CC=CC=C1